C(#N)C=1C=C(C=CC1)C=1N=C(SC1C1=CC(=NC(=C1)C(F)(F)F)C)N1CC2(COC2)C1 N-[4-(3-cyanophenyl)-5-[2-methyl-6-(trifluoromethyl)-4-pyridyl]thiazol-2-yl]-2-oxa-6-azaspiro[3.3]heptane